C(C)(C)(C)[Si](C)(C)OC(CCC#C)(C)C tertbutyl-(1,1-dimethylpent-4-ynoxy)-dimethyl-silane